OC1=C(C=C(C=C1)NC(C1=CN=C(C=C1)CCSC1=CC=C(C=C1)OC(F)(F)F)=O)S(=O)(=O)C N-(4-hydroxy-3-(methylsulfonyl)phenyl)-6-(2-((4-(trifluoromethoxy)phenyl)thio)ethyl)nicotinamide